C1(=CC=CC=C1)C1=CC=C(C2=CC=CC=C12)C1=CC=C(C=C1)B(O)O (4-(4-phenylnaphthalen-1-yl)phenyl)boronic acid